6-bromo-3-((1-methyl-1H-pyrazol-3-yl)methyl)benzo[d]oxazol-2(3H)-one BrC1=CC2=C(N(C(O2)=O)CC2=NN(C=C2)C)C=C1